C(CCC)OCCOCC 2-(2-Butoxyethoxy)ethane